NC=1N=C(SC1C(=O)C1=CC=C(OCC(=O)OCC)C=C1)N(C1=CC=C(C=C1)F)[C@@H](C(=O)N)C |r| rac-ethyl 2-[4-[4-amino 2-(4-fluoro N-[2-amino 1-methyl 2-oxo ethyl]anilino)thiazole-5-carbonyl]phenoxy]acetate